FC1=C(C=CC(=C1)OC1=CC(=NC=C1)C1=NC(=NS1)C)NC1=NC=NC2=CC(=C(C=C12)NC1CCN(CC1)C(C=C)=O)OC 1-(4-((4-((2-fluoro-4-((2-(3-methyl-1,2,4-thiadiazol-5-yl)pyridin-4-yl)oxy)phenyl)amino)-7-methoxyquinazolin-6-yl)amino)piperidin-1-yl)prop-2-en-1-one